methyl 2-(4-hydroxyphenyl)acetate OC1=CC=C(C=C1)CC(=O)OC